5-butoxy-N-(3-chloropropyl)pyridine-2-sulfonamide C(CCC)OC=1C=CC(=NC1)S(=O)(=O)NCCCCl